O=C1NC(CCC1N1C(N(C2=C1C=CC=C2C=2C(CN(CC2)C(=O)OC(C)(C)C)F)C)=O)=O tert-butyl 4-[1-(2,6-dioxo-3-piperidyl)-3-methyl-2-oxo-benzimidazol-4-yl]-3-fluoro-3,6-dihydro-2H-pyridine-1-carboxylate